syn-(±)-2-(benzyloxycarbonylamino)-3-methyl-pent-4-enoic acid C(C1=CC=CC=C1)OC(=O)NC(C(=O)O)C(C=C)C